ClC1=NC(=NC=C1C(F)(F)F)SC 4-chloro-2-(methylsulfanyl)-5-(trifluoromethyl)pyrimidine